(R)-3-(2-isopropoxyphenoxy)piperidine C(C)(C)OC1=C(O[C@H]2CNCCC2)C=CC=C1